methyl 2-methoxy-5-(4-(trifluoromethyl)phenoxy)-benzoate COC1=C(C(=O)OC)C=C(C=C1)OC1=CC=C(C=C1)C(F)(F)F